[N+](=O)([O-])C1=CNC=2C1C(NC(C2)=O)=O 3-nitro-1,3a-dihydro-4H-pyrrolo[3,2-c]pyridine-4,6(5H)-dione